(R)-2-fluoro-3-((S)-2-((1-(4-methoxybenzyl)-6-oxo-5-(trifluoromethyl)-1,6-dihydropyridazin-4-yl)amino)propoxy)propanoic acid F[C@@H](C(=O)O)COC[C@H](C)NC=1C=NN(C(C1C(F)(F)F)=O)CC1=CC=C(C=C1)OC